(Z)-4-((3-aminophenyl)amino)pent-3-en methyl-4,6,7,8-tetrahydro-4-oxopyrrolo[1,2-A]pyrimidine-6-carboxylate COC(=O)C1CCC=2N1C(C=CN2)=O.NC=2C=C(C=CC2)N\C(=C/CC)\C